methylpseudouridine-5'-triphosphate P(O)(=O)(OP(=O)(O)OP(=O)(O)O)OC[C@@H]1[C@H]([C@H]([C@@](O1)(C1=CNC(=O)NC1=O)C)O)O